N-(4-methyl-S-phenylthiazol-2-yl)-7-(3,3,3-trifluoro-2,2-dihydroxypropanamido)heptanamide CC=1N=C(S(C1)C1=CC=CC=C1)NC(CCCCCCNC(C(C(F)(F)F)(O)O)=O)=O